(±)-4-[1-hydroxy-4-[4-(hydroxylbenzenyl)-1-piperidinyl]-butyl]-α,α-dimethylbenzeneacetic acid isopropyl ester hydrochloride Cl.C(C)(C)OC(C(C1=CC=C(C=C1)[C@@H](CCCN1CCC(CC1)C1=C(C=CC=C1)O)O)(C)C)=O |r|